C(C)(=O)C(C(=O)OC)C\C=C(\CC\C=C(\CCC=C(C)C)/C)/CO methyl (4Z,8E)-2-acetyl-5-(hydroxymethyl)-9,13-dimethyltetradeca-4,8,12-trienoate